C(C)C(CC)CCCCCC(CC)CC 3,9-Diethylundecan